Cl.N[C@H]1C[C@H](CCC1)C(=O)NC=1N=CC2=C(N1)C(=NC(=C2)C)NC(C)C (1S,3R)-3-amino-N-(8-(isopropylamino)-6-methylpyrido[3,4-d]pyrimidin-2-yl)cyclohexane-1-carboxamide Hydrochloride